COC=1N=NC2=C(C=C(C=C2C1)C)C=1C=CC=C2C=CC=NC12 3-methoxy-6-methyl-8-(quinolin-8-yl)cinnoline